Benzyl (S)-4-(7-bromo-2-chloro-8-fluoroquinazolin-4-yl)-2-(cyanomethyl)-piperazine-1-carboxylate BrC1=CC=C2C(=NC(=NC2=C1F)Cl)N1C[C@@H](N(CC1)C(=O)OCC1=CC=CC=C1)CC#N